2-Chloro-4-((R)-8-(4-(4-((4-(3-(((R)-2,6-dioxo-piperidin-3-yl)amino)-phenyl)piperidin-1-yl)-methyl)piperidine-1-carbonyl)phenyl)-3-methyl-2,8-diazaspiro[4.5]decan-2-yl)benzonitrile ClC1=C(C#N)C=CC(=C1)N1CC2(C[C@H]1C)CCN(CC2)C2=CC=C(C=C2)C(=O)N2CCC(CC2)CN2CCC(CC2)C2=CC(=CC=C2)N[C@H]2C(NC(CC2)=O)=O